BrC1=C(OC2=C(C=C(C=C2)CCC2CCN(CC2)C(=O)OC(C)(C)C)F)C=CC(=C1)S(=O)(=O)CC tert-butyl 4-[2-[4-(2-bromo-4-ethylsulfonyl-phenoxy)-3-fluoro-phenyl]ethyl]piperidine-1-carboxylate